NO.[Li] lithium hydroxylamine